NC1(CCOCC1)C(=O)NC(CC1=CC=2CCCCC2C=C1)C#N 4-Amino-N-(1-cyano-2-(5,6,7,8-tetrahydronaphthalen-2-yl)ethyl)tetrahydro-2H-pyran-4-carboxamide